ClC=1C(=CC(=NC1)OC)C1=CC(=NN1)C(=O)N1CCC(CC1)C(=O)NC1=CN=NC2=CC=CC=C12 1-[5-(5-chloro-2-methoxypyridin-4-yl)-1H-pyrazole-3-carbonyl]-N-(cinnolin-4-yl)piperidine-4-carboxamide